O1COC2=C1C=CC(=C2)N(C(CCC2=CC=CC=C2)=O)C N-(benzo[d][1,3]dioxol-5-yl)-N-methyl-3-phenylpropanamide